FC([C@@H](CCS(=O)(=O)CC[C@H](C(F)(F)F)O[Si](CC)(CC)CC)O[Si](CC)(CC)CC)(F)F (R,3R)-4,4,4-trifluoro-3-((triethylsilyl)oxy)butylsulfone